5-(6-(phenylamino)pyridinyl)hexahydropyrrolo[3,4-c]pyrrole-2(1H)-carboxylate C1(=CC=CC=C1)NC1=CC=CC(=N1)N1CC2C(C1)CN(C2)C(=O)[O-]